pyrimido[4,5-d]pyridazin-5(6H)-one dihydrochloride Cl.Cl.N1=CN=CC2=C1C=NNC2=O